1-(Benzyloxy)undecan-2-ol C(C1=CC=CC=C1)OCC(CCCCCCCCC)O